COC=1C=C(C=CC1)CC(=O)O.C1=CC=CC=2C3=CC=CC=C3NC12 (9H-carbazole) 2-(3-methoxyphenyl)acetate